(S)-4-(3-fluorophenyl)-1,2,3-oxathiazolidine-3-carboxylic acid tert-butyl ester 2,2-dioxide C(C)(C)(C)OC(=O)N1S(OC[C@@H]1C1=CC(=CC=C1)F)(=O)=O